5-(piperazine-1-yl)pyrazolo[1,5-a]pyrimidine-3-carboxamide N1(CCNCC1)C1=NC=2N(C=C1)N=CC2C(=O)N